Formamidopyrimidin C(=O)NC1=NC=CC=N1